1-(2-((6-oxo-5-(trifluoromethyl)-1,6-dihydropyridazin-4-yl)amino)propyl)piperidine O=C1C(=C(C=NN1)NC(CN1CCCCC1)C)C(F)(F)F